BrC=1N=CC(=NC1)N1CCC2([C@H]([C@@H](C(C2)=O)C)N[S@](=O)C(C)(C)C)CC1 (R)-N-((3S,4S)-8-(5-bromopyrazin-2-yl)-3-methyl-2-oxo-8-azaspiro[4.5]dec-4-yl)-2-methylpropan-2-sulfinamide